N(C(=O)N)C/C=C/C1=CC=2C(=NC=C3C=CC(N(C23)C2=CC(=CC=C2)C(F)(F)F)=O)C=C1 (E)-9-(3-ureido-propenyl)-2-oxo-1-[3-(trifluoromethyl)phenyl]-1,2-dihydrobenzo[h][1,6]naphthyridine